2-[(4-bromo-3-phenyl-pyrazol-1-yl)methoxy]ethyl-trimethyl-silane BrC=1C(=NN(C1)COCC[Si](C)(C)C)C1=CC=CC=C1